5-(tert-butylamino)-4-hexene-3-one C(C)(C)(C)NC(=CC(CC)=O)C